3-(3-oxo-6,7-dihydro-3H-pyrrolo[2,1-c][1,2,4]triazol-2(5H)-yl)propanoic acid O=C1N2C(=NN1CCC(=O)O)CCC2